N,N'-(5-amino-3-iminopyridine-2,6(1H,3H)-diylidene)bis(2-tert-butoxypyrazolo[1,5-a]pyridin-3-amine) NC1=CC(C(NC1=NC=1C(=NN2C1C=CC=C2)OC(C)(C)C)=NC=2C(=NN1C2C=CC=C1)OC(C)(C)C)=N